4-bromo-1-((4-methoxybenzyl)oxy)-2-nitrobenzene BrC1=CC(=C(C=C1)OCC1=CC=C(C=C1)OC)[N+](=O)[O-]